C(CC)NCCCC N-propylbutylamine